(3-hydroxy-3-methylazetidin-1-yl)(2-((1-phenyl-1H-1,2,3-triazol-4-yl)methyl)oxazol-4-yl)methanone OC1(CN(C1)C(=O)C=1N=C(OC1)CC=1N=NN(C1)C1=CC=CC=C1)C